2,5-dimethyl-1-cyclopentyl methacrylate 2,5-dimethyl-1-cyclopentyl-ethyl-acrylate CCC(C1CCCC1C)OC(C=C)=O.C(C(=C)C)(=O)OC1C(CCC1C)C